1-(3-(1,5-dimethyl-1H-pyrazol-3-yl)-6-ethyl-8-fluoro-4-methylquinolin-2-yl)-N-((3S,4R)-3-fluorotetrahydro-2H-pyran-4-yl)piperidin-4-amine CN1N=C(C=C1C)C=1C(=NC2=C(C=C(C=C2C1C)CC)F)N1CCC(CC1)N[C@H]1[C@@H](COCC1)F